BrC=1C=CC2=C(OC3(CC(OCC3)C(=O)[2H])CC(N2CSC)=O)C1 8-bromo-5-((methylthio)methyl)-2',3',5',6'-tetrahydro-3H-spiro[benzo[b][1,4]-oxazepin-2,4'-pyran]-4(5H)-oneAl-d